ClC1=C(C=C(C=C1NC1=NC=2N(C(=N1)NC)N=CC2C#N)C#N)N2[C@H](CN(CC2)[C@H](C(=O)N)C)C (2S)-2-[(3S)-4-(2-Chloro-5-cyano-3-{[8-cyano-4-(methylamino)pyrazolo[1,5-a][1,3,5]triazin-2-yl]amino}phenyl)-3-methylpiperazin-1-yl]propanamide